tertbutyl 3-(7-cyano-1-benzofuran-3-yl)-5,6-dihydro-2H-pyridine-1-carboxylate C(#N)C1=CC=CC=2C(=COC21)C=2CN(CCC2)C(=O)OC(C)(C)C